[Au].[Ag].[Pd].[Ni] nickel-palladium-silver-gold